FC(OC1=C(C=C(C=C1)OC1=CC=CC=C1)C1=NN(C=C1NC(=O)C=1C=NN2C1N=CC=C2)CCNC)F N-[3-[2-(difluoromethoxy)-5-phenoxy-phenyl]-1-[2-(methylamino)ethyl]pyrazol-4-yl]pyrazolo[1,5-a]pyrimidine-3-carboxamide